C(CCCCCCC)NCC(=O)O Octyl-L-glycine